((1s,4s)-4-((4-(6-((5-fluoro-4-(7'-fluoro-2'-methylspiro[cyclopentane-1,3'-indol]-5'-yl)pyrimidin-2-yl)amino)pyridin-3-yl)piperidin-1-yl)methyl)cyclohexyl)methanol FC=1C(=NC(=NC1)NC1=CC=C(C=N1)C1CCN(CC1)CC1CCC(CC1)CO)C=1C=C2C3(C(=NC2=C(C1)F)C)CCCC3